CN1C=NC(=C1)C(=O)ON=CC1=CC=C(C=C1)Br 4-Bromobenzaldehyde-O-(1-methyl-1H-imidazole-4-carbonyl) oxime